ClC1=CC=C(C(=N1)N1CCCC1)C(=O)N1C(CN(CC1)C)C1=CC=CC=C1 (6-chloro-2-pyrrolidin-1-ylpyridin-3-yl)-(4-methyl-2-phenylpiperazin-1-yl)methanone